BrC(CO)(CO)[N+](=O)[O-].[Zn] zinc 2-bromo-2-nitro-1,3-propanediol